(3aS,4R,6aR)-1-((R)-2-aminopropanoyl)-4-(4-boronobutyl)octahydropyrrolo[3,4-b]pyrrole N[C@@H](C(=O)N1[C@@H]2[C@@H](CC1)[C@H](NC2)CCCCB(O)O)C